N-(dithiocarboxyl)sarcosine diammonium salt [NH4+].[NH4+].C(=S)([S-])N(C)CC(=O)[O-]